(E)-N-(4-((3-chloro-4-fluorophenyl)amino)-7-((tetrahydrofuran-3-yl)oxy)quinazolin-6-yl)-4-(dimethylamino)but-2-enamide ClC=1C=C(C=CC1F)NC1=NC=NC2=CC(=C(C=C12)NC(\C=C\CN(C)C)=O)OC1COCC1